CC=1C=C(C=C2C(NC(=NC12)C1=NC=CC(=C1)C(F)(F)F)=O)CN1CCOCC1 8-methyl-6-(morpholinomethyl)-2-[4-(trifluoromethyl)-2-pyridinyl]-3H-quinazolin-4-one